(2s,3R,5R)-3-((e)-(2-(2-(2-chloro-3,4-dihydroxybenzamido)-3-hydroxypropanoyl)hydrazono)methyl)-3-methyl-7-oxo-4-thia-1-azabicyclo[3.2.0]heptane-2-carboxylic acid 4,4-dioxide ClC1=C(C(=O)NC(C(=O)N\N=C\[C@]2([C@@H](N3C(C[C@H]3S2(=O)=O)=O)C(=O)O)C)CO)C=CC(=C1O)O